4-(4-hydroxy-butoxycarbonyl)benzoic acid OCCCCOC(=O)C1=CC=C(C(=O)O)C=C1